5-eicosynoic acid C(CCCC#CCCCCCCCCCCCCCC)(=O)O